N1=C(C=CC2=CC=CC=C12)C1=CC=CC2=C1N=C(S2)N quinolinyl-aminobenzothiazole